C(CCC)C1=CC=C(C=C1)C(CCC1=CC=C(O1)C=1C=CC(=C(C(=O)O)C1)O)=O 5-(5-(3-(4-Butylphenyl)-3-oxopropyl)furan-2-yl)-2-hydroxybenzoic acid